C(C)N(NC(=O)O[C@H]1C[C@H](CC1)C=1C=C(NN1)NC(OCC1=CC=CC=C1)=O)C benzyl N-{5-[(1S,3R)-3-[(N'-ethyl-N'-methylhydrazinecarbonyl)oxy]cyclopentyl]-2H-pyrazol-3-yl}carbamate